FC1=C(C=CC=C1F)C1(C(C(CCC1)(C)O)=O)NC 2-(2,3-difluorophenyl)-6-hydroxy-6-methyl-2-methylamino-cyclohexane-1-one